C(C)(C)(C)OC(=O)N([C@@H]1C[C@H](N(C1)C(=O)OC(C)(C)C)C(=O)OC)C 1-tert-butyl 2-methyl (2S,4R)-4-[tert-butoxycarbonyl(methyl)amino]pyrrolidine-1,2-dicarboxylate